methyl 2-amino-4-fluoro-5-(trifluoromethyl)benzoate NC1=C(C(=O)OC)C=C(C(=C1)F)C(F)(F)F